BrC=1C=NC(=NC1)CP(=O)(C)C 5-bromo-2-[(dimethylphosphoryl)methyl]pyrimidine